C(C)C(C(=O)O)Br.BrCC(=O)OCC ethyl 2-bromoacetate (ethyl bromoacetate)